ClC=1C2=C(N=CN1)N(C=C2I)C2CCCCC2 4-Chloro-7-cyclohexyl-5-iodo-7H-pyrrolo[2,3-d]pyrimidine